1-(7-bromobenzo[d][1,3]dioxol-4-yl)ethan-1-one BrC1=CC=C(C2=C1OCO2)C(C)=O